Cl.BrC=1C(=C(C=CC1)C1=C(C(=NC=C1)C1=CC2=C(CNCCN2C)C=C1)Cl)Cl 8-[4-(3-Bromo-2-chloro-phenyl)-3-chloro-2-pyridyl]-1-methyl-2,3,4,5-tetrahydro-1,4-benzodiazepine hydrochloride